Methyl (S)-2-(2-(4-(acetyl-L-prolyl)piperazin-1-yl)acetamido)-3-(4-(benzyloxy)phenyl)-propanoate C(C)(=O)N1[C@@H](CCC1)C(=O)N1CCN(CC1)CC(=O)N[C@H](C(=O)OC)CC1=CC=C(C=C1)OCC1=CC=CC=C1